C1CCC2=C(C=3CCCC3C=C12)NC(=O)NS(=O)(=O)C=1OC2=C(C1C)C(CCC2)(C)O N-((1,2,3,5,6,7-hexahydro-s-indacen-4-yl)carbamoyl)-4-hydroxy-3,4-dimethyl-4,5,6,7-tetrahydrobenzofuran-2-sulfonamide